COC1=CC=C(C=C1)OCCO 2-((4-methoxyphenyl)oxy)ethan-1-ol